N-(5-(1-ethyl-2-oxo-1,2-dihydrobenzo[cd]indol-6-sulfonamido)pyridin-2-yl)acetamide C(C)N1C(C2=C3C(C(=CC=C13)S(=O)(=O)NC=1C=CC(=NC1)NC(C)=O)=CC=C2)=O